C(C=C)(=O)NCC=1C=C(C=CC1)NCC#CC1=CC2=C(N=C(S2)NC(OC(C)(C)C)=O)C(=C1)O[Si](C1=CC=CC=C1)(C1=CC=CC=C1)C(C)(C)C tert-butyl (6-(3-((3-(acrylamidomethyl)phenyl)amino)prop-1-yn-1-yl)-4-((tert-butyldiphenylsilyl)oxy)benzo[d]thiazol-2-yl)carbamate